C(#N)C[C@@]1(C[C@H](N(C1=O)C(=O)OCCCC)C(=O)OCC)C(=O)OCC 1-(r-butyl) 2,4-diethyl (2S,4R)-4-(cyanomethyl)-5-oxopyrrolidine-1,2,4-tricarboxylate